C(C1=CC=CC=C1)=C1C(N=C2C=CC=CC2=C1)=O 3-benzylidene-2,3-dihydro-quinolone